(3,3-difluorocyclobutyl)[(1r,5s)-3-{2-[(1-methyl-1H-pyrazol-4-yl)amino]pyrimidin-4-yl}-3,8-diazabicyclo[3.2.1]oct-8-yl]methanone FC1(CC(C1)C(=O)N1[C@H]2CN(C[C@@H]1CC2)C2=NC(=NC=C2)NC=2C=NN(C2)C)F